BrC1=CN=CC=2N=C(N(C(C21)=O)CC#CC2=C(C=C(C=C2)Cl)Br)C 5-bromo-3-(3-(2-bromo-4-chlorophenyl)prop-2-yn-1-yl)-2-methylpyrido[3,4-d]pyrimidin-4(3H)-one